FC(C1=C(C=CC=C1)S(=O)(=O)[O-])(F)F 2-trifluoromethylphenyl-sulfonate